2-cyclobutyl-5-imidazo[1,2-a]pyridin-6-yl-7-(4-methylphenyl)sulfonylpyrrolo[2,3-d]pyrimidine C1(CCC1)C=1N=CC2=C(N1)N(C=C2C=2C=CC=1N(C2)C=CN1)S(=O)(=O)C1=CC=C(C=C1)C